methyl 1-(2-fluorophenyl)-3-methyl-1H-indazole-5-carboxylate FC1=C(C=CC=C1)N1N=C(C2=CC(=CC=C12)C(=O)OC)C